FC=1C=C(C=NC1)OCCN(CC[C@@H](C(=O)O)NC1=NC(=CN=C1)C1=CC=NC=C1)CCCCC1=NC=2NCCCC2C=C1 (S)-4-((2-((5-fluoropyridin-3-yl)oxy)ethyl)(4-(5,6,7,8-tetrahydro-1,8-naphthyridin-2-yl)butyl)amino)-2-((6-(pyridin-4-yl)pyrazin-2-yl)amino)butanoic acid